O=C(C(=O)OC(C)C)C(C(=O)OC(C)C)=O diisopropyl 2,3-dioxosuccinate